C(CCCCCC(C)C)C1=C(C(C(=O)O)=CC=C1)C(=O)O.C(C=1C(C(=O)OCC2=CC=CC=C2)=CC=CC1)(=O)OCCCCCCC(C)C isononyl benzyl phthalate (isononyl phthalate)